O=C1NC(CCC1C1=NN(C2=C(C=CC=C12)OC1CCN(CC1)C(=O)C12CC(C1)(C2)C#N)C)=O 3-(4-((3-(2,6-Dioxopiperidin-3-yl)-1-methyl-1H-indazol-7-yl)oxy)piperidine-1-carbonyl)bicyclo[1.1.1]pentane-1-carbonitrile